ClC=1C=2N(C=CN1)C(=NN2)[C@@H]2C[C@@H](CCC2)NC2=NC=C(C(=N2)OC2COC2)C(F)(F)F N-[(1R,3S)-3-(8-chloro-[1,2,4]triazolo[4,3-a]pyrazin-3-yl)cyclohexyl]-4-(oxetan-3-yloxy)-5-(trifluoromethyl)pyrimidin-2-amine